3-(4-(4-chloro-3-fluorophenoxy)-2-methyl-5-(1-methyl-7-oxo-6,7-dihydro-1H-pyrrolo[2,3-c]pyridin-3-yl)phenyl)-1-methylimidazoline-2,4-dione ClC1=C(C=C(OC2=CC(=C(C=C2C2=CN(C=3C(NC=CC32)=O)C)N3C(N(CC3=O)C)=O)C)C=C1)F